cis-alpha-ocimene CC(=C)CC/C=C(/C)\C=C